P-thymol CC1=C(C=CC(=C1)O)C(C)C